6-(5-(2-methyl-5,6,7,8-tetrahydroimidazo[1,2-a]pyrazine-7-carbonyl)-1H-pyrrolo[2,3-b]pyridin-3-yl)spiro[indene-1,4'-piperidin]-3(2H)-one CC=1N=C2N(CCN(C2)C(=O)C=2C=C3C(=NC2)NC=C3C3=CC=C2C(CC4(CCNCC4)C2=C3)=O)C1